CNC1=NC(N(C2=CC(=CC=C12)C(F)(F)F)CC#C)=O 4-(methylamino)-1-(prop-2-yn-1-yl)-7-(trifluoromethyl)quinazolin-2(1H)-one